6-bromo-7-(2,2-difluoroethoxy)-8-fluoro-2-(tetrahydro-2H-pyran-4-yl)imidazo[1,2-a]pyridine BrC=1C(=C(C=2N(C1)C=C(N2)C2CCOCC2)F)OCC(F)F